C(C)(C)(C)ONC([O-])=O tertiary butyloxycarbamate